6-[[6-[4-Chloro-3-(difluoromethoxy)phenyl]pyrazin-2-yl]methyl]-8-oxa-2,6-diazaspiro[3.4]octan-7-one ClC1=C(C=C(C=C1)C1=CN=CC(=N1)CN1CC2(CNC2)OC1=O)OC(F)F